NC1=CC=CC(=N1)S(=O)(=O)NC(=O)C=1C(=NC(=C(C1)C=C(C)C)C(C)(C)C)N1C(CC(C1)C)(C)C N-[(6-Amino-2-pyridyl)sulfonyl]-6-tert-butyl-5-(2-methylprop-1-enyl)-2-(2,2,4-trimethylpyrrolidin-1-yl)pyridin-3-carboxamid